C(C)(C)C1=CC=C(C=C1)B1OC(C(O1)(C)C)(C)C (E)-2-(4-isopropylphenyl)-4,4,5,5-tetramethyl-1,3,2-dioxaborolane